C(C)(C)C1=C(C(=CC=C1)C(C)C)N1C(N(CC1)C1=C(C=CC=C1C(C)C)C(C)C)=[Ru](=CC1=C(C=CC(=C1)[N+](=O)[O-])OC(C)C)(I)I [1,3-bis(2,6-diisopropylphenyl)imidazolidin-2-ylidene](2-isopropoxy-5-nitrobenzylidene)ruthenium diiodide